3-Methoxybenzo[d]isothiazole 1,1-dioxide COC1=NS(C2=C1C=CC=C2)(=O)=O